2-fluoro-N-(6-(3-methylisothiazol-5-yl)imidazo[1,2-a]pyridin-2-yl)cyclopropane-1-carboxamide FC1C(C1)C(=O)NC=1N=C2N(C=C(C=C2)C2=CC(=NS2)C)C1